FC(C1=NN=C(S1)C1=NN=C2N1C=C(C=C2N2CCC(CC2)(C)OC)S(=O)(=O)NC2(CC2)CF)F 3-(5-(difluoromethyl)-1,3,4-thiadiazol-2-yl)-N-(1-(fluoromethyl)cyclopropyl)-8-(4-methoxy-4-methylpiperidin-1-yl)-[1,2,4]triazolo[4,3-a]pyridine-6-sulfonamide